C1(CC1)CC1=C(C(=NN1C=1SC=C(N1)C(=O)O)C1=CC(=CC=C1)CC(=O)C=1SC(=CC1)C)CC1=CC(=C(C=C1)S(N)(=O)=O)F 2-(5-(cyclopropylmethyl)-4-(3-fluoro-4-sulfamoylbenzyl)-3-(3-(2-(5-methylthiophen-2-yl)-2-oxoethyl)phenyl)-1H-pyrazol-1-yl)thiazole-4-carboxylic acid